bis(4-(t-butyl) cyclohexyl) peroxydicarbonate C(=O)(OC1CCC(CC1)C(C)(C)C)OOC(=O)OC1CCC(CC1)C(C)(C)C